FC(C=1C=CC=2N(C1)N=CC2C=2C=C1C(=CN=CC1=CC2)CN2CCC(CC2)C(=O)OCC)(F)F ethyl 1-((6-(6-(trifluoromethyl)pyrazolo[1,5-a]pyridin-3-yl)isoquinolin-4-yl)methyl)piperidine-4-carboxylate